ClC=1C(=NC(=NC1)NC1=CC2=C(B(OC2(C)C)O)C(=C1)C)NC1CCCC1 5-((5-chloro-4-(cyclopentylamino)pyrimidin-2-yl)amino)-3,3,7-trimethylbenzo[c][1,2]oxaborol-1(3H)-ol